(indenyl)(tetramethylcyclopentadienyl)hafnium C1(C=CC2=CC=CC=C12)[Hf]C1(C(=C(C(=C1)C)C)C)C